[N+](=O)([O-])C1=C(C=C(C=C1)C1=CC(=CC=C1)C(F)(F)F)O 4-nitro-3'-(trifluoromethyl)-[1,1'-biphenyl]-3-ol